COC([C@H](C(C)C)OC=1C=C(CN2C(=C(C3=CC(=CC=C23)C(=O)OCC=C)C)C)C=CC1)=O (S)-Allyl 1-(3-((1-methoxy-3-methyl-1-oxobutan-2-yl)oxy)benzyl)-2,3-dimethyl-1H-indole-5-carboxylate